C(C)OC(=O)C1=COC(=CC1=O)C1=CC(=C(C=C1)N1CCCC1)Br 6-(3-bromo-4-(pyrrolidin-1-yl)phenyl)-4-oxo-4H-pyran-3-carboxylic acid ethyl ester